[Zr].[Ru].[Ni] Nickel-ruthenium-zirconium